(4-cyclopropyl-1H-imidazol-1-yl)pyridin-2-amine C1(CC1)C=1N=CN(C1)C=1C(=NC=CC1)N